Cl.C1(=CC=CC=C1)C1CCNCCC1 4-phenylazepane hydrochloride